4-[(3-hydroxy-3-methyl-butyl)-[4-(5,6,7,8-tetrahydro-1,8-naphthyridin-2-yl)butyl]amino]-2-[(1-methylindazole-4-carbonyl)amino]butanoic acid OC(CCN(CCC(C(=O)O)NC(=O)C=1C=2C=NN(C2C=CC1)C)CCCCC1=NC=2NCCCC2C=C1)(C)C